tert-Butyl (2S,4R)-2-(methoxy(methyl)carbamoyl)-4-(trifluoromethoxy)pyrrolidine-1-carboxylate CON(C(=O)[C@H]1N(C[C@@H](C1)OC(F)(F)F)C(=O)OC(C)(C)C)C